4-((1H-1,2,4-triazol-1-yl)methyl)-1-(3,4-dichlorophenethyl)-1H-1,2,3-triazole N1(N=CN=C1)CC=1N=NN(C1)CCC1=CC(=C(C=C1)Cl)Cl